methyl-9H-carbazole-2-acetic acid methyl ester COC(CC1=C(C=2NC3=CC=CC=C3C2C=C1)C)=O